FC=1C(=NC(=NC1)NC1=NC=C(C=C1)OC1CN(CC1)C)C1=CC2=C(N(C(=N2)C)C(C)C)S1 5-Fluoro-4-(2-methyl-3-propan-2-ylthieno[2,3-d]imidazol-5-yl)-N-[5-(1-methylpyrrolidin-3-yl)oxypyridin-2-yl]pyrimidin-2-amine